2-fluoro-4-(4-(3-(8-fluoro-5-methyl-1-oxo-1,2-dihydroisoquinolin-3-yl)propanoyl)piperazin-1-yl)benzonitrile FC1=C(C#N)C=CC(=C1)N1CCN(CC1)C(CCC=1NC(C2=C(C=CC(=C2C1)C)F)=O)=O